(E)-3-(Thiazol-2-ylcarbamoyl)-acrylic acid methyl ester COC(\C=C\C(NC=1SC=CN1)=O)=O